(2S,5'R)-N'-acetyl-7-chloro-4-(difluoromethoxy)-1'-methoxy-5'-methyl-3,3'-dioxo-spiro[benzofuran-2,6'-cyclohexene]-6-carbohydrazide C(C)(=O)NNC(=O)C1=C(C2=C(C([C@@]3([C@@H](CC(C=C3OC)=O)C)O2)=O)C(=C1)OC(F)F)Cl